butyric acid, 2-methyl-1-propyl ester C(CCC)(=O)OCC(C)C